COCCOCOC1=C(C=C(C=C1)N1C(C2=CC=C(C=C2CC1)C1=CC=C(C=C1)OC(F)(F)F)=O)NS(=O)(=O)CC N-(2-((2-methoxyethoxy)methoxy)-5-(1-oxo-6-(4-(trifluoromethoxy)phenyl)-3,4-dihydroisoquinolin-2(1H)-yl)phenyl)ethanesulfonamide